C(#N)C1=CN(C2=NC=C(C=C21)C2=CC=C(C=C2)S(=O)(=O)N2CCC(CC2)NC2=NC=C(C=C2)C(F)(F)F)CCNC(OC(C)(C)C)=O tert-butyl N-[2-[3-cyano-5-[4-[[4-[[5-(trifluoromethyl)-2-pyridyl]amino]-1-piperidyl]sulfonyl]phenyl]pyrrolo[2,3-b]pyridin-1-yl]ethyl]carbamate